N-methyl-3-(o-tolyl)cyclobutan-1-amine, trifluoroacetate salt FC(C(=O)O)(F)F.CNC1CC(C1)C1=C(C=CC=C1)C